3,6-dimethylacridine CC=1C=CC2=CC3=CC=C(C=C3N=C2C1)C